FC(CC)(F)F 3,3,3-trifluoropropan